CNC(=O)C1=NC=NC=C1 N-methyl-pyrimidine-4-carboxamide